N-(1H-Benzimidazol-2-ylmethyl)-2-(3-fluorophenyl)pyrazolo[1,5-a]pyrimidin-5-amine N1C(=NC2=C1C=CC=C2)CNC2=NC=1N(C=C2)N=C(C1)C1=CC(=CC=C1)F